2-(3,5-dichloro-4-((5-isopropyl-6-oxo-1,6-dihydropyridin-3-yl)oxy)phenyl)-(fluoromethyl)-1,2,4-triazine-3,5(2H,4H)-dione ClC=1C=C(C=C(C1OC1=CNC(C(=C1)C(C)C)=O)Cl)N1N=CC(N(C1=O)CF)=O